C(C=C)(=O)OCC1OC2(OC1)OCCCC2 acryloyloxymethyl-1,4,6-trioxaspiro[4.5]decane